2-ethenylbenzenesulfonic acid C(=C)C1=C(C=CC=C1)S(=O)(=O)O